rac-(6-chloro-imidazo[1,5-a]pyridin-5-yl)-(5-phenyl-thiophen-2-yl)-methanol ClC=1C=CC=2N(C1[C@@H](O)C=1SC(=CC1)C1=CC=CC=C1)C=NC2 |r|